2-(3,5-Difluoro-phenyl)-N-(6-fluoro-4-oxo-2-pyrrolidin-1-yl-4H-quinazolin-3-yl)-acetamide FC=1C=C(C=C(C1)F)CC(=O)NN1C(=NC2=CC=C(C=C2C1=O)F)N1CCCC1